Trans-2-((4-(5-((((R)-1-(2-chlorophenyl)ethoxy)carbonyl)amino)-1-methyl-1H-pyrazol-4-yl)phenyl)carbamoyl)cyclohexan ClC1=C(C=CC=C1)[C@@H](C)OC(=O)NC1=C(C=NN1C)C1=CC=C(C=C1)NC(=O)C1CCCCC1